(S)-2-((R)-3-hydroxy-2-phenylpropionamido)-9-(5,6,7,8-tetrahydro-1,8-naphthyridin-2-yl)nonanoic acid OC[C@H](C(=O)N[C@H](C(=O)O)CCCCCCCC1=NC=2NCCCC2C=C1)C1=CC=CC=C1